C(#N)C1CN(C1)S(=O)(=O)N1C[C@H](CCC1)C(=O)N1[C@H](CCC1)C(=O)NCC1=C(C=CC(=C1)C)F 1-(((3S)-1-((3-cyano-1-azetidinyl)sulfonyl)-3-piperidinyl)carbonyl)-N-(2-fluoro-5-methylbenzyl)-D-prolinamide